CC1(COC1)CC(=O)OC(CC)OC(N(C)[C@]1(C(CCCC1)=O)C1=C(C=CC=C1)Cl)=O 1-((((S)-1-(2-chlorophenyl)-2-oxocyclohexyl)(methyl)carbamoyl)oxy)propyl 2-(3-methyloxetan-3-yl)acetate